6-(Imidazo[1,2-a]pyridin-3-carbonyl)-N-(3-((4-methyl-3-oxopiperazin-1-yl)methyl)-5-(trifluoromethyl)phenyl)-4,5,6,7-tetrahydrothieno[2,3-c]pyridin-3-carboxamid N=1C=C(N2C1C=CC=C2)C(=O)N2CC1=C(CC2)C(=CS1)C(=O)NC1=CC(=CC(=C1)C(F)(F)F)CN1CC(N(CC1)C)=O